2-((6-oxo-5-(trifluoromethyl)-1,6-dihydropyridazin-4-yl)amino)propionamide O=C1C(=C(C=NN1)NC(C(=O)N)C)C(F)(F)F